C1(=CC=CC=2OC3=C(C21)C=CC=C3)C3=C(C=CC=C3)C3=C2C1=C(C(=C(C4(C1=CC2=CC=C3)C=CC=C3C2=CC=CC=C2C=C34)N(C3=C(C=CC=C3)C3=CC=CC=C3)C3=C(C=CC=C3)C3=CC=CC=4SC2=C(C43)C=CC=C2)C=2C4(C3=CC1=CC=CC=C1C3=CC2)C=CC=C2C3=CC=CC=C3C=C24)C2=C(C=CC=C2)C2=CC=CC=C2 (dibenzofuranylphenyl)(biphenylyl)(spirobifluorenyl)(dibenzothiophenylphenyl)(biphenylyl)(spirobifluorenyl)amine